methyl 4-(2-(4-(3,4-dimethyl-7-oxo-2-(p-tolyl)-2,7-dihydro-6H-pyrazolo[3,4-d]pyridazin-6-yl)butanamido)ethyl)benzoate CC=1N(N=C2C(N(N=C(C21)C)CCCC(=O)NCCC2=CC=C(C(=O)OC)C=C2)=O)C2=CC=C(C=C2)C